CN1C2=C(OC[C@@H](C1=O)NC(C(=O)N[C@H](C)C1=CC=CC=C1)=O)C=CC(=C2)C#CCN2CCOCC2 N1-((S)-5-methyl-7-(3-morpholinoprop-1-yn-1-yl)-4-oxo-2,3,4,5-tetrahydrobenzo[b][1,4]oxazepin-3-yl)-N2-((R)-1-phenylethyl)oxalamide